2-(1-(4-((2-(4-(cyanomethyl)piperidin-1-yl)-5-oxo-5,6-dihydropyrimido[4,5-d]pyridazin-4-yl)amino)phenyl)piperidin-3-yl)acetic acid C(#N)CC1CCN(CC1)C=1N=C(C2=C(C=NNC2=O)N1)NC1=CC=C(C=C1)N1CC(CCC1)CC(=O)O